(6-(3-cyclopropyl-1H-1,2,4-triazol-1-yl)-2-azaspiro[3.3]heptan-2-yl)(6-(2-methoxy-4-(trifluoromethyl)benzyl)-2-azaspiro[3.3]heptan-2-yl)methanone C1(CC1)C1=NN(C=N1)C1CC2(CN(C2)C(=O)N2CC3(C2)CC(C3)CC3=C(C=C(C=C3)C(F)(F)F)OC)C1